hydroxy-methylphenyl-acetone OC(C(C)=O)(C1=CC=CC=C1)C